4-[(E)-3-(3-Hydroxyphenyl)prop-2-enoyl]benzonitrile OC=1C=C(C=CC1)/C=C/C(=O)C1=CC=C(C#N)C=C1